N-(3-((2,4-dioxothiazolidin-3-yl)methyl)phenyl)methanesulfonamide O=C1SCC(N1CC=1C=C(C=CC1)NS(=O)(=O)C)=O